OC1=C(CNC2=C3N=CN(C3=NC=N2)[C@H]2[C@@H](O)[C@H](O)[C@H](O2)CO)C(=CC=C1)O 6-(2,6-Dihydroxybenzylamino)-9-β-D-arabinofuranosylpurin